N-[(2R)-1,4-Dioxan-2-ylmethyl]-2-[(3-fluorooxetan-3-yl)methyl]-8-methyl-4,5-dihydro-2H-furo[2,3-g]indazol-7-carboxamid O1[C@@H](COCC1)CNC(=O)C1=C(C2=C(CCC3=CN(N=C23)CC2(COC2)F)O1)C